FC(CN1C(=NC=2C1=NC(=CC2)C=2C=CN1N=C(N=C(C12)NC(C)C)N[C@H]1C(CNCC1)(F)F)C)F (R)-5-(3-(2,2-Difluoroethyl)-2-methyl-3H-imidazo[4,5-b]pyridin-5-yl)-N2-(3,3-difluoropiperidin-4-yl)-N4-isopropylpyrrolo[2,1-f][1,2,4]triazine-2,4-diamine